1-(tert-butyl) 2-methyl (2R)-4-ethynyl-4-((4-methoxybenzyl)amino)pyrrolidine-1,2-dicarboxylate C(#C)C1(C[C@@H](N(C1)C(=O)OC(C)(C)C)C(=O)OC)NCC1=CC=C(C=C1)OC